2-phenyl-4-hydroxy-5-methylimidazole C1(=CC=CC=C1)C=1NC(=C(N1)O)C